C1(CC1)C[C@@H](C(=O)NCC(=O)OC)NC(C[C@H]1N(C(CC1)=O)CC1=C(C(=CC(=C1)F)F)F)=O Methyl ((S)-3-cyclopropyl-2-(2-((S)-5-oxo-1-(2,3,5-trifluorobenzyl)pyrrolidin-2-yl)acetamido)propanoyl)glycinate